CC1=CC=C(C=C1)S(=O)(=O)OC methyl p-toluenesulfonate